ClCC=1C(=NC=CC1OC(C)C)C 3-(chloromethyl)-4-isopropoxy-2-methylpyridine